2-[(1-Benzoylpiperidin-4-yl)methyl]-N-{[(2S)-oxolan-2-yl]methyl}-8-(trifluoromethyl)-4,5-dihydro-2H-furo[2,3-g]indazole-7-carboxamide C(C1=CC=CC=C1)(=O)N1CCC(CC1)CN1N=C2C3=C(CCC2=C1)OC(=C3C(F)(F)F)C(=O)NC[C@H]3OCCC3